CN(C1=CC=C(CNC(=O)C=2C=C3C(=C(N(C3=CC2)CC2=CC=C(C=C2)C=2C(=CC=CC2)C(=O)OC(C)(C)C)C)C)C=C1)C tert-Butyl 4'-((5-(4-(dimethylamino)benzylcarbamoyl)-2,3-dimethyl-1H-indol-1-yl)methyl)biphenyl-2-carboxylate